FC1=CC=C(C=C1)C(C1CN(CCO1)S(=O)(=O)NCC1=CC=C(C=C1)F)C1=CC=C(C=C1)F 2-(bis(4-fluorophenyl)methyl)-N-(4-fluorobenzyl)morpholine-4-sulfonamide